BrCCCCCCCCS(=O)(=O)C(F)(F)F 8-bromooctyl-sulfonyl-(trifluoromethane)